C1(CC1)[C@H]1OC2=C(C(=CC=C2C=C1)OC)OC (2R)-2-cyclopropyl-7,8-dimethoxy-2H-chromen